Cl.N[C@H](C(=O)N1[C@@H](C[C@H](C1)O)C(=O)NC(C(F)(F)F)C1=CC=C(C=C1)C1=C(N=CS1)C)C(C)(C)C (2S,4R)-1-((S)-2-amino-3,3-dimethylbutanoyl)-4-hydroxy-N-(2,2,2-trifluoro-1-(4-(4-methylthiazol-5-yl)phenyl)ethyl)pyrrolidine-2-carboxamide hydrochloride